6-(5-Methyl-1,4,5,6-tetrahydropyridin-2-yl)-3,4-dihydro-quinolin-2(1H)-one CC1CC=C(NC1)C=1C=C2CCC(NC2=CC1)=O